CC1=C(C(=CN1)C(=O)OCC)C(F)(F)F ethyl 5-methyl-4-(trifluoromethyl)-1H-pyrrole-3-carboxylate